C(C1=CC=CC=C1)OC(=O)C1(CC1)CO 1-hydroxymethylcyclopropane-1-carboxylic acid benzyl ester